N-(6-methyl-2-(2,6-diazaspiro[3.4]oct-2-yl)pyrimidin-4-yl)-1H-indazol-5-amine CC1=CC(=NC(=N1)N1CC2(C1)CNCC2)NC=2C=C1C=NNC1=CC2